5-(1,1-Difluoroethyl)pyridin-2-amine FC(C)(F)C=1C=CC(=NC1)N